ethyl 3-[3-[tert-butyl (dimethyl) silyl] oxypropyl]-4-cyano-benzoate [Si](C)(C)(C(C)(C)C)OCCCC=1C=C(C(=O)OCC)C=CC1C#N